5-benzyl-3-((benzyloxy)methyl)-N-((R)-3-methyl-1-((3aS,4S,6S,7aR)-3a,5,5-trimethylhexahydro-4,6-methanobenzo[d][1,3,2]dioxaborol-2-yl)butyl)-4,5-dihydroisoxazol-5-carboxamide C(C1=CC=CC=C1)C1(CC(=NO1)COCC1=CC=CC=C1)C(=O)N[C@@H](CC(C)C)B1O[C@@]2([C@H](O1)C[C@H]1C([C@@H]2C1)(C)C)C